(pyridin-2-yl)prop-2-yn-1-one N1=C(C=CC=C1)C(C#C)=O